5-((1-(4-(3-(Dimethylamino)pyrrolidin-1-yl)phenyl)-1H-imidazol-4-yl)amino)pyrazine-2-carbonitrile CN(C1CN(CC1)C1=CC=C(C=C1)N1C=NC(=C1)NC=1N=CC(=NC1)C#N)C